N-(2-amino-4-{2-(5-chloro-2-oxospiro[indoline-3,4'-piperidin]-1'-yl)ethoxy}-6-fluorophenyl)(cis)-3-hydroxy-3-methylcyclobutanecarboxamide NC1=C(C(=CC(=C1)OCCN1CCC2(CC1)C(NC1=CC=C(C=C12)Cl)=O)F)NC(=O)C1CC(C1)(C)O